1,2-diacetyl-sn-glycero-3-phosphoethanolamine C(C)(=O)OC[C@@H](OC(C)=O)COP(=O)(O)OCCN